((S)-1-((2S,4R)-4-hydroxy-2-(((S)-1-(4-(4-methylthiazol-5-yl) phenyl) ethyl) carbamoyl) pyrrolidin-1-yl)-3,3-dimethyl-1-oxobutan-2-yl) carbamate C(N)(O[C@H](C(=O)N1[C@@H](C[C@H](C1)O)C(N[C@@H](C)C1=CC=C(C=C1)C1=C(N=CS1)C)=O)C(C)(C)C)=O